N7-cycloheptyl-5,6,8-trifluoro-2-methylquinazoline-4,7-diamine C1(CCCCCC1)NC1=C(C(=C2C(=NC(=NC2=C1F)C)N)F)F